ethyl (2S)-2-[[[(2R,3R,4R,5R)-5-(4-aminopyrrolo[2,1-f][1,2,4]triazin-7-yl)-5-cyano-4-fluoro-3-hydroxy-4-methyloxolan-2-yl]methoxy-naphthalen-1-yloxyphosphoryl]amino]propanoate NC1=NC=NN2C1=CC=C2[C@]2([C@]([C@@H]([C@H](O2)COP(=O)(OC2=CC=CC1=CC=CC=C21)N[C@H](C(=O)OCC)C)O)(C)F)C#N